methyl 2-(4-(6-(2-(2,5-dimethyl-1H-pyrrol-1-yl)-8-methyl-[1,2,4]triazolo-[1,5-a]pyridin-7-yl)pyrazin-2-yl)-1H-pyrazol-1-yl)-2-(4-fluorophenyl)acetate CC=1N(C(=CC1)C)C1=NN2C(C(=C(C=C2)C2=CN=CC(=N2)C=2C=NN(C2)C(C(=O)OC)C2=CC=C(C=C2)F)C)=N1